Ethyl (4R)-6-[[(8aR)-3-oxo-1,2,5,6,8,8a-hexahydroimidazo[1,5-a]pyrazin-7-yl]methyl]-4-(2-bromo-4-fluoro-phenyl)-2-thiazol-2-yl-1,4-dihydropyrimidine-5-carboxylate O=C1NC[C@H]2N1CCN(C2)CC2=C([C@@H](N=C(N2)C=2SC=CN2)C2=C(C=C(C=C2)F)Br)C(=O)OCC